M-trifluoromethyl-anisole FC(C=1C=C(C=CC1)OC)(F)F